1-(1-Acetylpiperidin-4-yl)-3-((1-methyl-1H-pyrazol-4-yl)methyl)-N-(1-methylcyclopropyl)-2,4-dioxo-1,2,3,4-Tetrahydrothieno[2,3-d]pyrimidin-6-sulfonamide C(C)(=O)N1CCC(CC1)N1C(N(C(C2=C1SC(=C2)S(=O)(=O)NC2(CC2)C)=O)CC=2C=NN(C2)C)=O